O1C(=CC2=C1C=CC=C2)C2=CC(=C(C(=O)N1COC3=C(C1)C=CC=C3C3=CC(=C(C(=O)OC)C=C3F)N3C1COCC3CC1)C(=C2)Cl)Cl Methyl 4-[3-[4-(1-benzo-furan-2-yl)-2,6-dichloro-benzoyl]-2,4-dihydro-1,3-benzoxazin-8-yl]-5-fluoro-2-(3-oxa-8-azabicyclo[3.2.1]octan-8-yl)benzoate